hydroxy-4-(methylthio)butyric acid OC(C(=O)O)CCSC